FC1=C2C(=CC3=C1N=C(N3)[C@H]3NC[C@@H](C3)O)CC(C2)CN2CCC3(CNC(O3)=O)CC2 8-[[8-fluoro-2-[(2S,4R)-4-hydroxypyrrolidin-2-yl]-3,5,6,7-tetrahydrocyclopenta[f]benzimidazol-6-yl]methyl]-2-oxo-1-oxa-3,8-diazaspiro[4.5]decan